tert-butyl (2R,5S)-4-benzyl-5-(((S)-3-(difluoromethyl)morpholino)methyl)-2-methylpiperazine-1-carboxylate C(C1=CC=CC=C1)N1C[C@H](N(C[C@@H]1CN1[C@@H](COCC1)C(F)F)C(=O)OC(C)(C)C)C